3-Ethyl-pentanoic acid (2,6-dimethyl-4-morpholin-4-yl-phenyl)-amide CC1=C(C(=CC(=C1)N1CCOCC1)C)NC(CC(CC)CC)=O